O=C1N2CCC2C(NC(C(NCC(NCC(NCC(NC2(CCCC2)C(NCC(NC(CC(NCC(NCC(NC1)=O)=O)=O)C(=O)N)=O)=O)=O)=O)=O)=O)CC1=CC=C(C=C1)C)=O 2,5,8,11,15,18,21,24,27,30,33-undecaoxo-31-(p-tolylmethyl)spiro[1,4,7,10,14,17,20,23,26,29,32-undecazabicyclo[32.2.0]hexatriacontane-19,1-cyclopentane]-13-carboxamide